C(NC1=CC(=CC=C1)C)NC1=CC(=CC=C1)C methylenebis(3-methylaniline)